hexanoic acid tellurium [Te].C(CCCCC)(=O)O